(R)-2-chloro-N-(2-(difluoromethyl)pyridin-4-yl)-8-methyl-8-(trifluoromethyl)-7,8-dihydro-6H-pyrazolo[1,5-a]pyrrolo[2,3-e]pyrimidine-6-carboxamide ClC1=NN2C(N=CC3=C2[C@@](CN3C(=O)NC3=CC(=NC=C3)C(F)F)(C(F)(F)F)C)=C1